ClC=1C=C(C=C(C1)NS(=O)(=O)C)NC(=O)C1=CN(C(=C1)C)C1=NC=C(C=C1OCC1=CC(=CC(=C1)C(F)(F)F)F)N1CC(C1)(F)F N-(3-chloro-5-(methylsulfonamido)phenyl)-1-(5-(3,3-difluoroazetidin-1-yl)-3-((3-fluoro-5-(trifluoromethyl)benzyl)oxy)pyridin-2-yl)-5-methyl-1H-pyrrole-3-carboxamide